CN(NC)CC=1N(C2=CC=CC=C2C1)C(C(=O)O)(N(C(CCOCCOCCNC(CNCCNC(CC)=O)=O)=O)C)C (2-((1,2-Dimethylhydrazino)methyl)-1H-indol-1-yl)-2,3-dimethyl-4,14,20-trioxo-7,10-dioxa-3,13,16,19-tetraazadocosane-1-oic acid